C(C)(=O)O[C@H](CC[C@H]1C(N([C@@H]1C1=CC=C(C=C1)OC(C)=O)C1=CC=C(C=C1)F)=O)C1=CC=C(C=C1)F 3(R)-[3(R)-(acetoxy)-3-(4-fluorophenyl)propyl]-4(S)-[4-(acetoxy)phenyl]-1-(4-fluorophenyl)-2-azetidinone